6-(3-((1-(2-fluoro-5-methoxyphenyl)cyclopropyl)glycyl)-3,8-diazabicyclo[3.2.1]octan-8-yl)nicotinonitrile FC1=C(C=C(C=C1)OC)C1(CC1)NCC(=O)N1CC2CCC(C1)N2C2=NC=C(C#N)C=C2